3-bromo-4-chloro-5,8,8-trimethyl-5-phenyl-7,8,9,10-tetrahydrobenzo[b][1,8]naphthyridin-6(5H)-one BrC1=C(C=2C(C3=C(NC2N=C1)CC(CC3=O)(C)C)(C3=CC=CC=C3)C)Cl